FC(C1=C(C=CC(=C1)C(F)(F)F)C(C)N1N=C(C(=C1)NC(C1=CN=CC(=C1)C=1OC=CC1)=O)C)(F)F N-(1-(1-(2,4-bis(trifluoromethyl)phenyl)ethyl)-3-methyl-1H-pyrazol-4-yl)-5-(furan-2-yl)nicotinamide